C(#N)C=1C=C(C=CC1SC1=CC=CC=C1)NC(C1=CC(=CC=C1)C(F)(F)F)=O N-(3-Cyano-4-Phenylsulfanyl-Phenyl)-3-Trifluoromethyl-Benzamide